2,6-dichloro-N-{3-[(2E)-3-(4-hydroxy-3-methoxyphenyl)-2-propenoyl]phenyl}benzamide ClC1=C(C(=O)NC2=CC(=CC=C2)C(\C=C\C2=CC(=C(C=C2)O)OC)=O)C(=CC=C1)Cl